[(2,3-dichloro-6-hydroxyphenyl)(pyridin-4-yl)methyl]-2-methoxyacetamide ClC1=C(C(=CC=C1Cl)O)C(C1=CC=NC=C1)C(C(=O)N)OC